(Z)-3-(5-(4-((1-(2-(4-(1-(4-hydroxyphenyl)-2-phenylbut-1-en-1-yl)phenoxy)ethyl)pyrrolidin-3-yl)methyl)piperazin-1-yl)-1-oxoisoindolin-2-yl)piperidine-2,6-dione OC1=CC=C(C=C1)/C(=C(\CC)/C1=CC=CC=C1)/C1=CC=C(OCCN2CC(CC2)CN2CCN(CC2)C=2C=C3CN(C(C3=CC2)=O)C2C(NC(CC2)=O)=O)C=C1